C1(=CC=CC=C1)C1(CC1)C1=CC(=NN1)C(=O)O 5-(1-phenylcyclopropyl)-1H-pyrazole-3-carboxylic acid